5-(1H-pyrazol-4-yl)hexahydropyrrolo[3,4-c]pyrrole-2(1H)-carboxylic acid tert-butyl ester C(C)(C)(C)OC(=O)N1CC2CN(CC2C1)C=1C=NNC1